BrC=1C(=NC=C(C1)Cl)C=1CCN(CC1)C(=O)OCC1=CC=CC=C1 benzyl 4-(3-bromo-5-chloro-2-pyridyl)-3,6-dihydro-2H-pyridine-1-carboxylate